2,6-diisopropyl-4-hydroxybenzoic acid C(C)(C)C1=C(C(=O)O)C(=CC(=C1)O)C(C)C